(S)-1-((R)-8-(chroman-7-ylsulfonyl)-1-oxa-8-azaspiro[4.5]decan-3-ylamino)-3-(3-(2-hydroxyethylsulfonyl)phenoxy)propan-2-ol O1CCCC2=CC=C(C=C12)S(=O)(=O)N1CCC2(C[C@H](CO2)NC[C@@H](COC2=CC(=CC=C2)S(=O)(=O)CCO)O)CC1